(S)-4-Ethyl-4-hydroxy-1H-pyrano[3',4':6,7]indolizino[1,2-b]quinoline-3,14(4H,12H)-dione C(C)[C@]1(C(OCC=2C(N3CC=4C(=NC=5C=CC=CC5C4)C3=CC21)=O)=O)O